C(C1=CC=CC=C1)=C1C2=C(\N=C(/N=C1C1=CC=CC=C1)\C(C)(C)C)C=CC=C2 (Z)-5-Benzylidene-2-(tert-butyl)-4-phenyl-5H-benzo[d][1,3]diazepine